2-[(2R,4R,5S)-1-(2,4-Dichlorophenyl)-5-hydroxy-2,6,6-trimethylheptan-4-yl]-2,4-dihydro-3H-1,2,4-triazol ClC1=C(C=CC(=C1)Cl)C[C@H](C[C@H]([C@H](C(C)(C)C)O)N1N=CNC1)C